C1(CC1)CO[C@@H]1C[C@H](N(CC1)CC1=C2C=CN(C2=C(C=C1OC)C)C(=O)OC(C)(C)C)C1=CC=C(C=C1)C(=O)OC tert-butyl 4-(((2S,4S)-4-(cyclopropylmethoxy)-2-(4-(methoxycarbonyl)phenyl)piperidin-1-yl)methyl)-5-methoxy-7-methyl-1H-indole-1-carboxylate